(S)-2-amino-4-((R)-3,3-dimethylbutylsulfonimidoyl)-N-(pyridin-3-yl)butanamide N[C@H](C(=O)NC=1C=NC=CC1)CC[S@@](=O)(=N)CCC(C)(C)C